D(+)-trehalose C([C@@H]1[C@H]([C@@H]([C@H]([C@H](O1)O[C@@H]2[C@@H]([C@H]([C@@H]([C@H](O2)CO)O)O)O)O)O)O)O